1,3-diethyl-1H-benzimidazolium bicarbonate C([O-])(O)=O.C(C)[NH+]1CN(C2=C1C=CC=C2)CC